3,3-bis(1,2-dimethylindol-3-yl)-6-dimethylaminophthalide CN1C(=C(C2=CC=CC=C12)C1(OC(=O)C2=CC(=CC=C12)N(C)C)C1=C(N(C2=CC=CC=C12)C)C)C